O-(tolylsulfonyl)-hydroxylamine C1(=C(C=CC=C1)S(=O)(=O)ON)C